OC1=CC=C(C=C1)C(C)(C1=CC=CC=C1)C1=CC=C(C=C1)O 1,1-bis(4-hydroxyphenyl)-1-Phenylethane